6,6-dimethyl-3λ3-piperidin-2-one CC1(CC[CH]C(N1)=O)C